The molecule is a tryptamine alkaloid that is tryptamine carrying an additional phosphoryloxy substituent at position 4. It has a role as a fungal metabolite and a hallucinogen. It is an organic phosphate, a tryptamine alkaloid and a primary amino compound. It derives from a tryptamine. It is a conjugate acid of a norbaeocystin(1-). C1=CC2=C(C(=C1)OP(=O)(O)O)C(=CN2)CCN